C(C)(C)(C)N1N=C(C=C1NC1=CCC(C=C1)=S(=O)=O)[C@@H]1C[C@@H](CC1)N(C([O-])=O)C(C)C (1R,3S)-3-(1-(tert-butyl)-5-((4-sulfonylphenyl)amino)-1H-pyrazol-3-yl)cyclopentylisopropylcarbamate